NC=1C=CC(=NC1)N1N=C(C(=C1)C1=CN=C(N1C)C(=O)NC1=CC(=C(C=C1)C(=O)N1CCNC2(CC2)C1)Cl)C(F)(F)F 5-[1-(5-amino-2-pyridyl)-3-(trifluoromethyl)pyrazol-4-yl]-N-[3-chloro-4-(4,7-diazaspiro[2.5]octane-7-carbonyl)phenyl]-1-methyl-imidazole-2-carboxamide